ClC1=CC(=C(C(=N1)N)[N+](=O)[O-])N(C)CC1(CCC1)COC 6-Chloro-N4-{[1-(methoxymethyl)cyclobutyl]methyl}-N4-methyl-3-nitropyridin-2,4-diamine